1-methyl-8-(phenylamino)-4,5-dihydro-1H-pyrazolo[4,3-h]quinazoline CN1N=CC=2CCC=3C=NC(=NC3C21)NC2=CC=CC=C2